C(C)(C)(C)OC(=O)N1C(CCC1)(CC)CO 2-(hydroxymethyl)-2-ethylpyrrolidine-1-carboxylic acid tert-butyl ester